C(=O)[O-].C[NH+](N(C)C(C1=C(C(=CC(=C1)Br)Br)NC(=O)C1=CC(=NN1C1=NC=CC=C1Cl)Br)=O)C methyl-2-[3,5-dibromo-2-({[3-bromo-1-(3-chloropyridin-2-yl)-1H-pyrazol-5-yl]carbonyl}amino)benzoyl]-1,2-dimethylhydrazinium formate